4-(2-acryloyl-2,6-diazaspiro[3.4]octan-6-yl)-6-(5-methyl-1H-indazol-4-yl)-2-(2-(pyrrolidin-1-yl)ethyl)pyrimidine-5-carbonitrile C(C=C)(=O)N1CC2(C1)CN(CC2)C2=NC(=NC(=C2C#N)C2=C1C=NNC1=CC=C2C)CCN2CCCC2